ClC1=C(C(=O)NCC(C(=O)OCC)(F)F)C=C(C=C1F)NC(=O)[C@@H]1C([C@H]1C1=CC(=CC(=C1)Cl)Cl)(Cl)Cl trans-Ethyl 3-(2-chloro-5-(2,2-dichloro-3-(3,5-dichlorophenyl)cyclopropane-1-carboxamido)-3-fluorobenzamido)-2,2-difluoropropanoate